CC1(OB(OC1(C)C)C1=CC(=NC=C1)N1C(CCC1)=O)C 1-(4-(4,4,5,5-tetramethyl-1,3,2-dioxaborolan-2-yl)pyridin-2-yl)pyrrolidin-2-one